tert-butyl 6-(4,6-dichloronicotinamido)-2-azaspiro[3.3]heptane-2-carboxylate ClC1=CC(=NC=C1C(=O)NC1CC2(CN(C2)C(=O)OC(C)(C)C)C1)Cl